N-(1-(1-(2-((1s,4s)-4-((3-Methylpyridin-2-yl)oxy)cyclohexyl)ethyl)-1,4,5,6-tetrahydrocyclopenta[c]pyrazol-3-carbonyl)piperidin-4-yl)acetamid CC=1C(=NC=CC1)OC1CCC(CC1)CCN1N=C(C2=C1CCC2)C(=O)N2CCC(CC2)NC(C)=O